methyl 4,7-difluoro-1-oxo-indan-2-carboxylate FC1=C2CC(C(C2=C(C=C1)F)=O)C(=O)OC